C(C)(C)(C)OC(=O)N1[C@H]2CN(C[C@@H]1CC2)C2=NC(=NC1=C(C(=C3C(=C21)ONO3)Br)F)S(=O)C (1R,5S)-3-(4-bromo-5-fluoro-7-(methylsulfinyl)-[1,3]Dioxazolo[4,5-f]quinazolin-9-yl)-3,8-diazabicyclo[3.2.1]octane-8-carboxylic acid tert-butyl ester